D-allo-hexitol C([C@H](O)[C@H](O)[C@H](O)[C@H](O)CO)O